ethylene sodium sulfate salt S(=O)(=O)([O-])[O-].[Na+].C=C.[Na+]